ClC=1C=C(C=2N(C1)N=NN2)N2CCOCC2 4-{6-chloro-[1,2,3,4]tetrazolo[1,5-a]pyridin-8-yl}morpholine